ClC1=C(C=C(C=C1)NC(=O)NC1CCC=2NC3=CC=CC(=C3C2C1)C(=O)N1CC(OC(C1)C)C)C(F)(F)F 1-(4-chloro-3-trifluoromethylphenyl)-3-(5-(2,6-dimethylmorpholine-4-carbonyl)-2,3,4,9-tetrahydro-1H-carbazol-3-yl)urea